4-oxo-2-phenyl-4H-chromene O=C1C=C(OC2=CC=CC=C12)C1=CC=CC=C1